BrC1=CC=C2C(/C(/COC2=C1)=C/C=1N=C(SC1)C1=CC=CC=C1)=O (E)-7-Bromo-3-((2-phenylthiazol-4-yl)methylene)chroman-4-one